ClC=1C=NC(=NC1)NC(=O)C=1C=2N(C3=C(C1)C(CC3)C)C=NN2 N-(5-Chloropyrimidin-2-yl)-6-methyl-7,8-dihydro-6H-cyclopenta[e][1,2,4]triazolo[4,3-a]pyridine-4-carboxamide